isopropyl 4-(5,6-difluoro-3,3-dimethylindolin-1-yl)-2-((4-((2-(dimethylamino)ethyl)(methyl)amino)-2-methoxy-5-nitrophenyl)amino)pyrimidine-5-carboxylate FC=1C=C2C(CN(C2=CC1F)C1=NC(=NC=C1C(=O)OC(C)C)NC1=C(C=C(C(=C1)[N+](=O)[O-])N(C)CCN(C)C)OC)(C)C